(5-bromo-3-iodopyridin-2-yl)-6-ethoxypyridinecarboxamide BrC=1C=C(C(=NC1)C=1C(=NC(=CC1)OCC)C(=O)N)I